NC1=NC=NN2C1=C(C=C2C=2C=CC(=C(C(=O)N[C@@H]1CN(C[C@@H]1F)C(=O)OCC(F)(F)F)C2)C)CN2CCS(CC2)(=O)=O 2,2,2-trifluoroethyl (3R,4S)-3-(5-(4-amino-5-((1,1-dioxidothiomorpholino)methyl)pyrrolo[2,1-f][1,2,4]triazin-7-yl)-2-methylbenzamido)-4-fluoropyrrolidine-1-carboxylate